FC=1C=C(C=C(C1)F)CC(=O)NN1N=C(C2=C(C1=O)SC=C2)C2=CC=CC=C2 2-(3,5-difluorophenyl)-N-(7-oxo-4-phenylthieno[2,3-d]pyridazin-6(7H)-yl)acetamide